N,N-diethyl-erucamide C(C)N(C(CCCCCCCCCCC\C=C/CCCCCCCC)=O)CC